(2R,3R,4S,5R,6R)-6-((1-oxa-2-azaspiro[4.5]dec-2-en-3-yl)methyl)-2-(hydroxymethyl)-5-methoxy-4-(4-(3,4,5-trifluorophenyl)-1H-1,2,3-triazol-1-yl)tetrahydro-2H-pyran-3-ol O1N=C(CC12CCCCC2)C[C@@H]2[C@@H]([C@H]([C@H]([C@H](O2)CO)O)N2N=NC(=C2)C2=CC(=C(C(=C2)F)F)F)OC